CC(C)S(=O)(=O)NC1=C(C(=O)NC23CC(C2)(C3)C(F)(F)F)C=CC(=C1)C(F)(F)F 2-((1-methylethyl)sulfonamido)-4-(trifluoromethyl)-N-(3-(trifluoromethyl)bicyclo[1.1.1]pentan-1-yl)benzamide